BrC1=CC2=C(N=C(S2)SC)C=C1OC 6-bromo-5-methoxy-2-methylsulfanyl-1,3-benzothiazole